FC=1C=C(OC=2C=CC(=C(C2)NC(=O)C2N(C(CC2)=O)C)C=2OC=NN2)C=CC1F N-(5-(3,4-Difluorophenoxy)-2-(1,3,4-oxadiazol-2-yl)phenyl)-1-methyl-5-oxo-pyrrolidine-2-carboxamide